N-(3-methoxyphenyl)aminosulfonylguanidine COC=1C=C(C=CC1)NS(=O)(=O)NC(=N)N